(1S,3S)-N1-(5-Chloropyrazin-2-yl)-N1-(5-iodopyridin-2-yl)cyclopentane-1,3-diamine ClC=1N=CC(=NC1)N([C@@H]1C[C@H](CC1)N)C1=NC=C(C=C1)I